ClC(Cl)(Cl)S perchloromethyl mercaptan